O[C@]12CN(CCC2C1)C1=NC(=CC(=N1)NC(C1=C(C=C(C=C1)NS(=O)(=O)CCO)N1CCC2(CC2)CC1)=O)C N-(2-((1R)-1-Hydroxy-3-azabicyclo[4.1.0]heptan-3-yl)-6-methylpyrimidin-4-yl)-4-((2-hydroxyethyl)sulfonamido)-2-(6-azaspiro[2.5]octan-6-yl)benzamide